2-[(4R)-6-tert-butoxycarbonyl-6-azaspiro[3.4]octan-3-yl]-2-methyl-propanoic acid C(C)(C)(C)OC(=O)N1C[C@@]2(C(CC2)C(C(=O)O)(C)C)CC1